Cl.ClC=1C=CC=C2[C@H](CCOC12)N (4S)-8-chlorochroman-4-amine hydrochloride